(S)-N-((R)-1-cyano-2-((S)-2-oxopiperidin-3-yl)ethyl)-2-((2,5-difluorophenyl)-L-alanyl)-2-azabicyclo[2.2.2]octane-3-carboxamide C(#N)[C@@H](C[C@H]1C(NCCC1)=O)NC(=O)[C@H]1N(C2CCC1CC2)C([C@@H](NC2=C(C=CC(=C2)F)F)C)=O